C(C=C)[Mg]Cl allylmagnesium chloride